4-amino-1-(4-(2-((tert-butyldimethylsilyl)oxy)butyl)phenyl)pyrimidin-2(1H)-one NC1=NC(N(C=C1)C1=CC=C(C=C1)CC(CC)O[Si](C)(C)C(C)(C)C)=O